BrN1CCCN2N=C3C=C(C(=CC3=C21)F)Cl Bromo-8-chloro-9-fluoro-1,2,3,4-tetrahydropyrimido[1,2-b]indazole